C1(CC1)[C@@H](CC(=O)NC[C@H](CC1=C(C=C(C(=O)N)C=C1C)C)N(C)C)C1=CC=CC=C1 4-((S)-3-((R)-3-cyclopropyl-3-phenylpropionamido)-2-(dimethylamino)propyl)-3,5-dimethylbenzamide